3-(4-(1-(3-(1-(((R)-1-(3-(Difluoromethyl)-2-fluorophenyl)ethyl)amino)-4-methyl-pyrido[3,4-d]pyridazin-7-yl)-5-fluorobenzyl)piperidin-4-yl)phenyl)piperidine-2,6-dione FC(C=1C(=C(C=CC1)[C@@H](C)NC1=C2C(=C(N=N1)C)C=NC(=C2)C=2C=C(CN1CCC(CC1)C1=CC=C(C=C1)C1C(NC(CC1)=O)=O)C=C(C2)F)F)F